FC=1C=C(C=CC1)C1=CC2=C(C(C(O2)(C)C)NC(O[C@@H]2CN3CCC2CC3)=O)C=C1 (S)-quinuclidin-3-yl (6-(3-fluorophenyl)-2,2-dimethyl-2,3-dihydrobenzofuran-3-yl)carbamate